Tetrahydropteridine C1CNC2=NC=NC=C2N1